[Si](C)(C)(C(C)(C)C)O[C@H]1[C@@H](O[C@@H]([C@H]1O[Si](C)(C)C(C)(C)C)CSCC=1C(=NSC1C1=CC=CC=C1)C)N1C=CC2=C1N=CN=C2N 7-((2R,3R,4R,5S)-3,4-bis((tert-Butyldimethylsilyl)oxy)-5-((((3-methyl-5-phenylisothiazol-4-yl)methyl)thio)methyl)tetrahydrofuran-2-yl)-7H-pyrrolo[2,3-d]pyrimidin-4-amine